1-(4-(5-(pyrrolidin-3-yl)-1,2,4-oxadiazol-3-yl)phenyl)ethan-1-one O-(1-phenylethyl) oxime hydrochloride Cl.C1(=CC=CC=C1)C(C)ON=C(C)C1=CC=C(C=C1)C1=NOC(=N1)C1CNCC1